N-(4,4-difluorotetrahydrofuran-3-yl)-2-methyl-5-((4-methylthiazol-5-yl)methoxy)benzofuran FC1(C(COC1)N1CSC(=C1C)COC=1C=CC2=C(C=C(O2)C)C1)F